3-{bis[(4-methoxyphenyl)methyl]amino}-6-methoxy-1,2-diazepine-4-carboxylic acid methyl ester COC(=O)C=1C(=NNC=C(C1)OC)N(CC1=CC=C(C=C1)OC)CC1=CC=C(C=C1)OC